1-(2,6-dichlorophenyl)-4-((4-(ethylsulfonamido)phenyl)amino)-1H-pyrazole-3-carboxamide ClC1=C(C(=CC=C1)Cl)N1N=C(C(=C1)NC1=CC=C(C=C1)NS(=O)(=O)CC)C(=O)N